CC=1C(S(CC1)(=O)=O)CC1=C(CCCC1(C)C)C 3-methyl-2-((2,6,6-trimethylcyclohex-1-en-1-yl)methyl)-2,5-dihydrothiophene 1,1-dioxide